4-[3-[2,6-Dichloro-4-(4-methylpiperazin-1-yl)benzyl]-2,4-dihydro-1,3-benzoxazin-8-yl]-5-fluoro-2-morpholin-4-ylbenzoic acid ClC1=C(CN2COC3=C(C2)C=CC=C3C3=CC(=C(C(=O)O)C=C3F)N3CCOCC3)C(=CC(=C1)N1CCN(CC1)C)Cl